methyl 2,5-difluoro-3-iodo-6-methyl-benzoate FC1=C(C(=O)OC)C(=C(C=C1I)F)C